C1CC12OCCC2N2N=CC(=C2)C=2C(=C(C=CC2)NC2=C(N=NC(=C2)NC(=O)C2CC2)C(=O)N)OC 4-((3-(1-(4-oxaspiro[2.4]heptan-7-yl)-1H-pyrazol-4-yl)-2-methoxyphenyl)amino)-6-(cyclopropanecarboxamido)pyridazine-3-carboxamide